(S)-N-(2-(2-cyano-4,4-difluoropyrrolidin-1-yl)-2-oxoethyl)-6-(3-(dimethylamino)propoxy)quinoline-4-carboxamide C(#N)[C@H]1N(CC(C1)(F)F)C(CNC(=O)C1=CC=NC2=CC=C(C=C12)OCCCN(C)C)=O